NC1=C(C=C(C=N1)NC(C(=O)N1[C@H](CC[C@@H](C1)C)C=1C=CC2=C(N=C(S2)C2CC(C2)N(C)C)C1)=O)CC N-(6-amino-5-ethylpyridin-3-yl)-2-((2R,5S)-2-(2-(3-(dimethylamino)cyclobutyl)benzo[d]thiazol-5-yl)-5-methylpiperidin-1-yl)-2-oxoacetamide